ClC1=C(C(=O)NC(NC=2C(=NC=CC2SC)C(C)C)=O)C=C(C(=N1)Cl)F 2,6-Dichloro-5-fluoro-N-((2-isopropyl-4-(methylthio)pyridin-3-yl)carbamoyl)nicotinamide